ClC1=C(C=CC=C1)[C@H]([C@@H](C)C=1N(C(C(=C(N1)C(=O)NC=1C=NOC1)O)=O)C)C=1C(=NN(C1)C)F 2-((1R,2R)-1-(2-chlorophenyl)-1-(3-fluoro-1-methyl-1H-pyrazol-4-yl)propan-2-yl)-5-hydroxy-N-(isoxazol-4-yl)-1-methyl-6-oxo-1,6-dihydropyrimidine-4-carboxamide